C(C)(C)(C)C=1C=C(C=CC1)NC(COC=1C=CC=C2C(=NN(C12)C)C1C(NC(CC1)=O)=O)=O N-(3-(Tert-butyl)phenyl)-2-((3-(2,6-dioxopiperidin-3-yl)-1-methyl-1H-indazol-7-yl)oxy)acetamide